tert-Butyl (3-methyl-2-oxo-1-(tetrahydro-2H-pyran-4-yl)-2,3-dihydro-1H-imidazo[4,5-c]pyridin-6-yl)(2-methyl-4-(1-(1-methyl-2-nitro-1H-imidazol-5-yl)ethoxy)phenyl)carbamate CN1C(N(C2=C1C=NC(=C2)N(C(OC(C)(C)C)=O)C2=C(C=C(C=C2)OC(C)C2=CN=C(N2C)[N+](=O)[O-])C)C2CCOCC2)=O